CC=1C=C2C(=C(NC2=CC1C(=O)[O-])CCCCC)CCO.[Na+] sodium 5-methyl-2-pentyl-3-(2-hydroxyethyl)-1H-indole-6-carboxylate